N4-cyclohexyl-N2-methyl-N2-phenylquinazoline-2,4-diamine C1(CCCCC1)NC1=NC(=NC2=CC=CC=C12)N(C1=CC=CC=C1)C